tert-butyl (1-(2-aminopyridin-4-yl)propyl)carbamate NC1=NC=CC(=C1)C(CC)NC(OC(C)(C)C)=O